COC[C@H](N)C1=CC=CC=C1 (R)-2-methoxy-1-phenylethan-1-amine